N(=C=O)C1=C(C(=CC=C1)CC1=CC=C(C=C1)N=C=O)C 1-isocyanato-3-[(4-isocyanatophenyl)methyl]-2-methylbenzene